(4R,12aR)-N-[(4-fluorophenyl)methyl]-7-hydroxy-4-methyl-1-(1-methylethyl)-6,8-dioxo-1,2,3,4,6,8,12,12a-octahydropyrido[1',2':4,5]pyrazino[1,2-a]pyrimidine-9-carboxamide FC1=CC=C(C=C1)CNC(=O)C=1C(C(=C2N(C[C@H]3N([C@@H](CCN3C(C)C)C)C2=O)C1)O)=O